N-(2-(3-(Dimethylamino)propoxy)-5-(3'-methyl-2'-oxo-2',3'-dihydrospiro[cyclobutane-1,1'-pyrrolo[2,3-c]quinolin]-8'-yl)pyridin-3-yl)-3-methylpiperidine-1-sulfonamide CN(CCCOC1=NC=C(C=C1NS(=O)(=O)N1CC(CCC1)C)C1=CC=2C3=C(C=NC2C=C1)N(C(C31CCC1)=O)C)C